OC1OCCCC1C=1C=CC(=C(C1)NC1=NC=NC2=CC(=C(C=C12)OC1CCN(CC1)C(C=C)=O)OC)OC 1-(4-((4-((5-(2-hydroxy-tetrahydro-2H-pyran-3-yl)-2-methoxyphenyl)amino)-7-methoxy-quinazolin-6-yl)oxy)piperidin-1-yl)prop-2-en-1-one